OCCC1(CC1)CO [1-(hydroxyethyl)cyclopropyl]methanol